ClC1=NC=C(C(=C1)C1=C(C=NC(=C1)C)C(=O)NC=1SC2=C(N1)C=CC(=C2)N2C(NCC2)=O)OC 2'-chloro-5'-methoxy-6-methyl-N-[6-(2-oxoimidazolidin-1-yl)-1,3-benzothiazol-2-yl]-[4,4'-bipyridine]-3-carboxamide